(R)-3-methyl-4-(5-methyl-4-(2-methyl-4-(methylsulfonyl)phenyl)-7-(1H-pyrazol-5-yl)imidazo[1,5-b]pyridazin-2-yl)morpholine C[C@H]1N(CCOC1)C=1C=C(C=2N(N1)C(=NC2C)C2=CC=NN2)C2=C(C=C(C=C2)S(=O)(=O)C)C